N[C@@H](C)C(=O)OCCCOC 3-Methoxypropyl L-alaninate